(S,Z)-3-(2-((2-(4-(1-(3-aminopropyl)-2-methyl-1H-pyrazol-2-ium-4-yl)phenoxy)ethoxy)imino)-2-(2-aminothiazol-4-yl)acetamido)-2,2-dimethyl-4-oxoazetidin-1-yl sulfate S(=O)(=O)(ON1C([C@@H](C1=O)NC(\C(\C=1N=C(SC1)N)=N/OCCOC1=CC=C(C=C1)C=1C=[N+](N(C1)CCCN)C)=O)(C)C)[O-]